(±)-5-((4-(1-(aminomethyl)cyclopropyl)-3-((methylsulfinyl)methyl)phenyl)amino)-7-(cyclopropylamino)pyrazolo[1,5-a]pyrimidine-3-carbonitrile NCC1(CC1)C1=C(C=C(C=C1)NC1=NC=2N(C(=C1)NC1CC1)N=CC2C#N)C[S@](=O)C |r|